FC(OC1=CC(=NC=C1)N1C(N(C2=C1C=CC(=C2)C(=O)NC2(CS(C2)(=O)=O)C)C(C)C)=O)F 1-[4-(difluoromethoxy)-2-pyridyl]-3-isopropyl-N-(3-methyl-1,1-dioxo-thietan-3-yl)-2-oxo-benzimidazole-5-carboxamide